CC1(CCNCC1)N1CCCCC1 4'-methyl-[1,4'-bipiperidin]